indium calcium sulfide [S-2].[Ca+2].[In+3]